4-(1-(2-(2-methoxyphenyl)-2-((tetrahydro-2H-pyran-4-yl)oxy)ethyl)-5-methyl-6-(oxazol-2-yl)-2,4-dioxo-1,4-dihydrothieno[2,3-d]pyrimidin-3(2H)-yl)benzoic acid COC1=C(C=CC=C1)C(CN1C(N(C(C2=C1SC(=C2C)C=2OC=CN2)=O)C2=CC=C(C(=O)O)C=C2)=O)OC2CCOCC2